CC(CC1CN(CCC1)C(=O)N)C 3-(2-methylpropyl)piperidine-1-carboxamide